1-methoxy-2-propyl cyanoacrylate C(#N)C(C(=O)OC(COC)C)=C